FC1=C(C=CC(=C1)F)C1=C(C=C2C=NC(N3C2=C1SCC3COC)=O)C(F)(F)F 10-(2,4-difluorophenyl)-3-(methoxymethyl)-9-(trifluoromethyl)-2,3-dihydro-5H-[1,4]thiazino[2,3,4-ij]quinazolin-5-one